C(C1=CC=CC=C1)OC=1C2=C(N=C(N1)SC)C[C@@]1(OC2)CCCC2=CC=C(C=C21)Br (S)-4'-(benzyloxy)-7-bromo-2'-(methylthio)-3,4,5',8'-tetrahydro-2H-spiro[naphthalene-1,7'-pyrano[4,3-d]pyrimidine]